C(CC)[SiH2]C(C1=CC=CC=C1)O propyl-(hydroxybenzyl)silane